Strontium pyruvat C(C(=O)C)(=O)[O-].[Sr+2].C(C(=O)C)(=O)[O-]